C(CC(O)(C(=O)OCCCCCCCCC)CC(=O)OCCCCCCCCC)(=O)OCCCCCCCCC trisnonyl citrate